O[C@H](C(C(=O)OC)C)C Methyl (3S)-3-hydroxy-2-methylbutanoate